C1(=CC=CC=C1)CCCC1=NOC(=N1)[C@H]1N(CC2(CC2)C1)C(=O)OC(C)(C)C 3-(3-phenylpropyl)-5-{(6S)-5-tert-butoxycarbonyl-5-azaspiro[2.4]hept-6-yl}-1,2,4-oxadiazole